ethyl 2-(3-(ethoxycarbonyl) thioureido)-1H-pyrrole-3-carboxylate C(C)OC(=O)NC(NC=1NC=CC1C(=O)OCC)=S